N-(2-(2-methoxy-ethyl-oxy)-5-((4-(4-fluoro-1-isopropyl-2-methyl-1H-benzo[d]imidazole-6-yl)pyrimidin-2-yl)amino)-4-methoxyphenyl)acrylamide COCCOC1=C(C=C(C(=C1)OC)NC1=NC=CC(=N1)C=1C=C(C2=C(N(C(=N2)C)C(C)C)C1)F)NC(C=C)=O